N-(2-(1-((5-(2,4-dioxotetrahydropyrimidin-1(2H)-yl)pyridin-2-yl)methyl)piperidin-4-yl)-6-methoxy-2H-indazol-5-yl)-3-(trifluoromethyl)benzamide O=C1N(CCC(N1)=O)C=1C=CC(=NC1)CN1CCC(CC1)N1N=C2C=C(C(=CC2=C1)NC(C1=CC(=CC=C1)C(F)(F)F)=O)OC